C1(=CC=CC=C1)S(=P(O)(O)O)(C1=CC=CC=C1)C1=CC=CC=C1.P(=S)(OC1=CC=CC=C1)(OC1=CC=CC=C1)OC1=CC=CC=C1 triphenyl thiophosphate (triphenyl thiophosphate)